CC(CC)CCC(CCC(CCC)C)O 3,9-dimethyl-dodecane-6-ol